3-methylthieno[2,3-d][1,3]thiazole CN1CSC2=C1SC=C2